C(C1=CC=CC=C1)S(=O)(=O)C=1C=C(C=C(C1)Br)N1CCOCC1 4-(3-(benzylsulfonyl)-5-bromophenyl)morpholine